BrC=1C=C(C=C(C1)Cl)C1=CC(=CC=C1)C#N 3'-Bromo-5'-chloro-[1,1'-biphenyl]-3-carbonitrile